F.F.F.CP(C)C tri-methylphosphine tri-hydrofluoric acid salt